5,7-dimethyl-3-[[3-[rac-(3R,5R)-5-(4-chlorophenyl)tetrahydro-furan-3-yl]-1,2,4-oxadiazol-5-yl]methyl]imidazo[5,1-f][1,2,4]triazin-4-one CC=1N=C(N2N=CN(C(C21)=O)CC2=NC(=NO2)[C@@H]2CO[C@H](C2)C2=CC=C(C=C2)Cl)C |r|